N1C(=NC=C1)S(=O)(=O)N1C[C@H](CC1)C(=O)N1CCN(CC1)C1=CC=NC2=CC(=CC=C12)F (S)-(1-((1H-imidazol-2-yl)sulfonyl)pyrrolidin-3-yl)(4-(7-fluoroquinolin-4-yl)piperazin-1-yl)methanone